7-Methyl-4-((R)-3-(methylamino)pyrrolidin-1-yl)-7,8-dihydro-6H-pyrimido[5,4-b][1,4]oxazin-2-amine CC1NC2=C(OC1)C(=NC(=N2)N)N2C[C@@H](CC2)NC